OC=1C=C(C=CC1OC1=CC=CC=C1)NC(NC1=CC(=CC=C1)C)=O 3-(3-Hydroxy-4-phenoxyphenyl)-1-(3-methylphenyl)urea